O1-tert-butyl O2-methyl (2S,4S)-4-[[6-[1-(2-ethoxy-3-methylsulfonyloxy-propyl)-2-methyl-imidazo[4,5-b]pyridin-7-yl]-2-pyridyl]amino]pyrrolidine-1,2-dicarboxylate C(C)OC(CN1C(=NC2=NC=CC(=C21)C2=CC=CC(=N2)N[C@H]2C[C@H](N(C2)C(=O)OC(C)(C)C)C(=O)OC)C)COS(=O)(=O)C